C(#N)C1=CNC2=C(C=CC(=C12)F)NS(=O)(=O)C=1C=NN(C1)[C@H](C(F)F)CO N-(3-cyano-4-fluoro-1H-indol-7-yl)-1-[(1S)-2,2-difluoro-1-(hydroxymethyl)ethyl]pyrazole-4-sulfonamide